COC1=CC=CC(=N1)C1=NC(=NC(=N1)N[C@@H](C(F)(F)F)C)N[C@@H](C(F)(F)F)C 6-(6-methoxypyridin-2-yl)-N2,N4-bis((R)-1,1,1-trifluoropropan-2-yl)-1,3,5-triazine-2,4-diamine